5-(propan-2-yl)-1,2,4-oxadiazol-3-yl[biphenyl-3-yl]-2,4-dihydro-3H-1,2,4-triazol-3-one hydrochloride Cl.CC(C)C1=NC(=NO1)N1C(N(N=C1)C=1C=C(C=CC1)C1=CC=CC=C1)=O